(6S)-2-(hydroxymethyl)-2-(methoxymethyl)-6-(pyridin-3-yl)quinuclidin-3-one OCC1(N2[C@@H](CC(C1=O)CC2)C=2C=NC=CC2)COC